C(C=C)(=O)N1[C@H](CN(C[C@H]1C)C1=NC(N2C3=C(C(=C(C=C13)C(F)(F)F)C1=C(C=C(C=C1)F)F)SC[C@@H]2COC([2H])([2H])[2H])=O)C (3S)-7-((3S,5R)-4-acryloyl-3,5-dimethylpiperazin-1-yl)-10-(2,4-difluorophenyl)-3-((trideuteriomethoxy)methyl)-9-(trifluoromethyl)-2H-[1,4]thiazino[2,3,4-ij]quinazolin-5(3H)-one